[Li].[S].CC ethane sulfur lithium